COC(=O)C=1C=2N(C=C(C1)F)C(=CN2)I 6-fluoro-3-iodoimidazo[1,2-a]pyridine-8-carboxylic acid methyl ester